2-(2-(4-fluorophenethyl)-1,3-dioxolan-2-yl)acetamide FC1=CC=C(CCC2(OCCO2)CC(=O)N)C=C1